B(O)(O)O.C(C)(C)(C)C1=CC=C(C=C1)CC(O)(C)C(C)(C)O 4-tert-butylphenyl-pinacol borate